quinazolin-7-yl-phenol N1=CN=CC2=CC=C(C=C12)C1=C(C=CC=C1)O